[Br-].C(CCC)N1CN(C=C1)CCCC 1-butyl-3-butylimidazole bromide